2-bromo-4,6-bis(4-tert-butylphenyl)benzene BrC1=CC(=CC(=C1)C1=CC=C(C=C1)C(C)(C)C)C1=CC=C(C=C1)C(C)(C)C